1,2-Butylene Oxide C1C(CC)O1